(2R)-2-(6-{5-chloro-2-[(1-methyl-1H-pyrazol-5-yl)amino]pyrimidin-4-yl}-1-oxo-2,3-dihydro-1H-isoindol-2-yl)-N-[(1S)-1-(3-fluoro-5-methylphenyl)-2-hydroxyethyl]propionamide ClC=1C(=NC(=NC1)NC1=CC=NN1C)C1=CC=C2CN(C(C2=C1)=O)[C@@H](C(=O)N[C@H](CO)C1=CC(=CC(=C1)C)F)C